N-(4-(2-acetimidamidoethoxy)-3-(3,5-dimethylisoxazol-4-yl)phenyl)cyclopropanecarboxamide C(C)(NCCOC1=C(C=C(C=C1)NC(=O)C1CC1)C=1C(=NOC1C)C)=N